C1(CC1)C1=C(C=NN(C1=O)CC(=O)NC1=CC(=C(C=C1)C)S(NCCC1=NC=CC=C1)(=O)=O)F 2-(5-cyclopropyl-4-fluoro-6-oxo-pyridazin-1-yl)-N-[4-methyl-3-[2-(2-pyridyl)ethylsulfamoyl]phenyl]acetamide